(1R,2R)-2-(((R)-2-hydroxy-1-phenylethyl)amino)-1-(6-methoxypyridin-3-yl)-3-(pyrrolidin-1-yl)propan-1-ol OC[C@@H](C1=CC=CC=C1)N[C@@H]([C@H](O)C=1C=NC(=CC1)OC)CN1CCCC1